C(#N)C1=CC=C(C2=C1C=CO2)COC2=CC=CC(=N2)C2CCNCC2 4-(6-((4-cyanobenzofuran-7-yl)methoxy)pyridin-2-yl)piperidine